1-[4-[(4,5-dichloro-2-methoxyphenyl)(pyrrolidin-1-yl)methyl]piperidin-1-yl]ethan-1-one ClC1=CC(=C(C=C1Cl)C(C1CCN(CC1)C(C)=O)N1CCCC1)OC